NCCCOCCOCCOCCCN 3-{2-[2-(3-aminopropoxy)ethoxy]ethoxy}propanamine